CSC1=NC=C(C(=N1)NCCC(C)C)C=O 2-METHYLTHIO-4-ISOAMYLAMINO-5-PYRIMIDINECARBOXALDEHYDE